C[C@@H]1N(C[C@H](N(C1)C(C1=CC=C(C=C1)C)C1=NC(=CC=C1)C)C)C1=CC(N(C=2C=CC(=NC12)C#N)C)=O 8-((2S,5R)-2,5-dimethyl-4-((6-methylpyridin-2-yl)(p-tolyl)methyl)piperazin-1-yl)-5-methyl-6-oxo-5,6-dihydro-1,5-naphthyridine-2-carbonitrile